O=C1NC2=C(SC1CC(=O)NCCCCC)N=CC=C2 2-(2-oxo-2,3-dihydro-1H-pyrido[2,3-b][1,4]thiazin-3-yl)-N-pentylacetamide